(R)-2-(2-methyl-4-(piperidin-3-ylamino)pyrazolo[1,5-d][1,2,4]triazin-7-yl)-5-(trifluoromethyl)phenol CC1=NN2C(=NN=C(C2=C1)N[C@H]1CNCCC1)C1=C(C=C(C=C1)C(F)(F)F)O